5-iodo-4,6-dimethylpyrimidin-2-amine IC=1C(=NC(=NC1C)N)C